(R)-5-{4-[4-(2,3-dimethylphenyl)piperazine-1-carbonyl]phenyl}-5-isopropylimidazolidine-2,4-dione CC1=C(C=CC=C1C)N1CCN(CC1)C(=O)C1=CC=C(C=C1)[C@@]1(C(NC(N1)=O)=O)C(C)C